tert-butyl 3-(2,8-difluoro-7-(7-fluoro-3-(methoxymethoxy)-8-((triisopropylsilyl)ethynyl) naphthalen-1-yl)quinazolin-4-yl)-3,8-diazabicyclo[3.2.1]octane-8-carboxylate FC1=NC2=C(C(=CC=C2C(=N1)N1CC2CCC(C1)N2C(=O)OC(C)(C)C)C2=CC(=CC1=CC=C(C(=C21)C#C[Si](C(C)C)(C(C)C)C(C)C)F)OCOC)F